6-Chloro-1-(4-(5-methyl-3-(trifluoromethyl)-1H-pyrazol-1-yl)benzyl)-1H-pyrazolo[4,3-c]pyridazine ClC1=CC2=C(N=N1)C=NN2CC2=CC=C(C=C2)N2N=C(C=C2C)C(F)(F)F